OC1=C(C=CC(=C1)OC(CCC)=O)C1=NC(=NC(=N1)C1=C(C=C(C=C1)OC(CCC)=O)O)C1=C(C=C(C=C1)OC(CCC)=O)OC(CCC)=O 2,4-bis(2-hydroxy-4-butyroxyphenyl)-6-(2,4-bis-butyroxyphenyl)-1,3,5-triazine